1-[3-(2-methoxy-5-nitro-phenoxy)-propyl]-4-methyl-piperazine COC1=C(OCCCN2CCN(CC2)C)C=C(C=C1)[N+](=O)[O-]